1-(4-(3-(4-amino-5-(3-methoxy-4-(6-methylpyridin-2-yloxy)phenyl)-7-methyl-7H-pyrrolo[2,3-d]pyrimidin-6-yl)azetidin-1-yl)piperidin-1-yl)prop-2-en-1-one NC=1C2=C(N=CN1)N(C(=C2C2=CC(=C(C=C2)OC2=NC(=CC=C2)C)OC)C2CN(C2)C2CCN(CC2)C(C=C)=O)C